CCCC=O 4-Butanal